tert-butyl 3-chloro-2-(morpholine-4-carbonyl)-7,8-dihydro-4H-pyrazolo[1,5-a][1,4]diazepine-5(6H)-carboxylate ClC=1C(=NN2C1CN(CCC2)C(=O)OC(C)(C)C)C(=O)N2CCOCC2